(5-(4-amino-5-(3-fluoro-4-((1-oxotetrahydro-2H-1λ6-thiopyran-1-ylidene)amino)phenyl)-7-methyl-7H-pyrrolo[2,3-d]pyrimidin-6-yl)-2-fluorophenyl)methacrylamide NC=1C2=C(N=CN1)N(C(=C2C2=CC(=C(C=C2)N=S2(CCCCC2)=O)F)C=2C=CC(=C(C2)C=C(C(=O)N)C)F)C